C(#C)C=1C=NN2C1N=CC=C2 3-ethynylpyrazolo[1,5-a]pyrimidine